7-[(2-methoxyethyl)amino]-1,6-dimethyl-4-[4-(5-methyl-1,3-benzooxazol-2-yl)piperidin-1-yl]-2-oxo-1,2-dihydroquinoline-3-carboxamide COCCNC1=C(C=C2C(=C(C(N(C2=C1)C)=O)C(=O)N)N1CCC(CC1)C=1OC2=C(N1)C=C(C=C2)C)C